NC1(COC1)CNC=1C2=C(N=C(N1)N1CCS(C3=C(C1)C=CC=C3)(=O)=O)CN(CC2)C 4-(4-(((3-aminooxetan-3-yl)methyl)amino)-7-methyl-5,6,7,8-tetrahydropyrido[3,4-d]pyrimidin-2-yl)-2,3,4,5-tetrahydrobenzo[f][1,4]thiazepin-1,1-Dioxide